6-fluoro-1,3-dihydroisobenzofuran-5-carboxylic acid methyl ester COC(=O)C=1C=C2COCC2=CC1F